C1(=CC=CC2=CC=CC=C12)CC=1C(=C2N(C(N1)=O)C(C1(S2)CCCC1)C(=O)O)C1=CC(=CC=C1)C(F)(F)F 7'-(naphthalen-1-ylmethyl)-5'-oxo-8'-(3-(trifluoromethyl)phenyl)-3'H,5'H-spiro[cyclopentane-1,2'-thiazolo[3,2-c]pyrimidine]-3'-carboxylic acid